CC(CN)(COC[Sn](CCCC)(CCCC)CCCC)C 2,2-dimethyl-3-((tributylstannyl)methoxy)propan-1-amine